CC1=C(C=CC(=C1)C)N1N=C(N=C1)C(F)(F)F (2,4-dimethylphenyl)-3-(trifluoromethyl)-1H-1,2,4-triazole